azostilbene N(=NC1=C(C=CC=C1)C=CC1=CC=CC=C1)C1=C(C=CC=C1)C=CC1=CC=CC=C1